CBr METHYLBROMIDE